(Z)-N-(cyclooct-4-en-1-ylmethyl)-4-methoxyaniline C1(CC\C=C/CCC1)CNC1=CC=C(C=C1)OC